(Z)-N-(1-(3-((Difluoromethyl)sulfonyl)-2-methylphenyl)ethyl)-2-methylpropane-2-sulfinamide FC(S(=O)(=O)C=1C(=C(C=CC1)C(C)NS(=O)C(C)(C)C)C)F